C(C=C)(=O)OCCCCCCC[Si](OC)(OC)CC acryloyloxyheptyl-ethyl-dimethoxysilane